(R)-1-(4-((4-((2-fluoro-4-((2-(3-(hydroxymethyl)pyrrolidin-1-yl)pyridin-4-yl)oxy)phenyl)amino)-7-methoxyquinazolin-6-yl)amino)piperidin-1-yl)prop-2-en-1-one FC1=C(C=CC(=C1)OC1=CC(=NC=C1)N1C[C@@H](CC1)CO)NC1=NC=NC2=CC(=C(C=C12)NC1CCN(CC1)C(C=C)=O)OC